N-((5-(5-(difluoromethyl)-1,3,4-oxadiazol-2-yl)pyridin-2-yl)methyl)-1-methyl-N-phenylpiperidine-4-sulfonamide FC(C1=NN=C(O1)C=1C=CC(=NC1)CN(S(=O)(=O)C1CCN(CC1)C)C1=CC=CC=C1)F